O[C@@H]1C[C@H](C1)C1=C2C(=NC=C1)N(N=C2CNC(C=C)=O)C2=CC=C(C=C2)OC(F)(F)F N-((4-(trans-3-hydroxycyclobutyl)-1-(4-(trifluoromethoxy)phenyl)-1H-pyrazolo[3,4-b]pyridin-3-yl)methyl)acrylamide